N[C@@H](C(C)C)C(=O)N1[C@@H](C[C@H](C1)O)C(=O)N[C@@H](CO)C1=CC=C(C=C1)C=1C(=NC=CC1)C (2S,4R)-1-(L-valyl)-4-hydroxy-N-((R)-2-hydroxy-1-(4-(2-methylpyridin-3-yl)phenyl)ethyl)pyrrolidine-2-carboxamide